((2-(3,7-dimethylocta-2,6-dien-1-yl)-5-pentyl-1,3-phenylene)bis(oxy))bis(methylene) diacetate C(C)(=O)OCOC=1C(=C(C=C(C1)CCCCC)OCOC(C)=O)CC=C(CCC=C(C)C)C